guanosineamidate [C@]1([C@H](O)[C@H](O)[C@@H](CO)O1)(N1C=NC=2C(=O)NC(N)=NC12)C(=O)N